CC1=CC=C2CCN(C2=C1)C=1C2=C(N=CN1)C=CC(=N2)C=2C=C1C(=NC2)NN=C1 4-(6-methylindolin-1-yl)-6-(1H-pyrazolo[3,4-b]pyridin-5-yl)pyrido[3,2-d]pyrimidine